(2S,4R)-1-((S)-3,3-dimethyl-2-(9-oxononanamido)butanoyl)-4-hydroxy-N-((S)-1-(4-(4-methyl-thiazol-5-yl)phenyl)ethyl)pyrrolidine-2-carboxamide CC([C@@H](C(=O)N1[C@@H](C[C@H](C1)O)C(=O)N[C@@H](C)C1=CC=C(C=C1)C1=C(N=CS1)C)NC(CCCCCCCC=O)=O)(C)C